Tert-butyl (4R,7S,8S)-13-chloro-14-fluoro-17-methylsulfonyl-10-oxa-2,12,16,18,20-pentazapentacyclo[9.7.1.14,7.02,8.015,19]icosa-1(19),11,13,15,17-pentaene-20-carboxylate ClC=1N=C2OC[C@@H]3[C@@H]4CC[C@H](CN3C=3N=C(N=C(C1F)C32)S(=O)(=O)C)N4C(=O)OC(C)(C)C